FC(C1=NC2=CC=CC=C2C(=C1)NC1CCC(CC1)NC(=O)C1CC1)(F)F N-[(1s,4s)-4-{[2-(trifluoromethyl)quinolin-4-yl]amino}cyclohexyl]cyclopropanecarboxamide